7-bromo-2-chloro-3-(trifluoromethyl)quinoline BrC1=CC=C2C=C(C(=NC2=C1)Cl)C(F)(F)F